O1CCC(CC1)C=1C=CN2C=C(C=C2C1)C(=O)OC methyl 7-(3,4,5,6-tetrahydro-2H-pyran-4-yl)indolizine-2-carboxylate